5-((6-chloro-5-(2'-hydroxy-[1,1'-biphenyl]-4-yl)-1H-benzo[d]imidazol-2-yl)oxy)-2-methylbenzoic acid ClC=1C(=CC2=C(NC(=N2)OC=2C=CC(=C(C(=O)O)C2)C)C1)C1=CC=C(C=C1)C1=C(C=CC=C1)O